FC1=C(C=CC(=C1F)B1OC(C(O1)(C)C)(C)C)[Si](C)(C)C (2,3-difluoro-4-(4,4,5,5-tetramethyl-1,3,2-dioxaborolan-2-yl)phenyl)trimethylsilane